(Z)-hexadecen-11-al C=CCCCCCCCCC(CCCCC)=O